FC1=CC(=C(C=C1)C1=C2C=NN(C2=CC(=C1)C1CN(C1)C(C(C)C)C1CC(C1)=O)C)C(=O)N1[C@@H](COCC1)C 3-{1-[3-(4-{4-fluoro-2-[(3R)-3-methylmorpholine-4-carbonyl]phenyl}-1-methyl-1H-indazol-6-yl)azetidin-1-yl]-2-methylpropyl}cyclobutane-1-one